N-((2R,3R,4R,5S,6R)-2,4,5-trihydroxy-6-(hydroxymethyl)-tetrahydro-2H-pyran-3-yl)acetamide O[C@@H]1O[C@@H]([C@H]([C@@H]([C@H]1NC(C)=O)O)O)CO